The molecule is an oligosaccharide sulfate that is 2-acetamido-beta-D-glucopyanose in which the hydroxy groups at positions 3 and 4 have been glycosylated by alpha-L-fucopyransyl and 4-O-sulfo-beta-D-galactopyranosyl groups, respectively. It is an oligosaccharide sulfate and an amino trisaccharide. C[C@H]1[C@H]([C@H]([C@@H]([C@@H](O1)O[C@@H]2[C@H]([C@@H](O[C@@H]([C@H]2O[C@H]3[C@@H]([C@H]([C@H]([C@H](O3)CO)OS(=O)(=O)O)O)O)CO)O)NC(=O)C)O)O)O